FC(C(=O)N1C[C@H]([C@@H](C1)OCC1=CC=C(C=C1)C(F)(F)F)NC1=NC=C(C=N1)C#N)=C 2-(trans-1-(2-fluoroacryloyl)-4-(4-(trifluoromethyl)benzyloxy)pyrrolidin-3-ylamino)pyrimidine-5-carbonitrile